tert-butyl (2R,5S)-4-(2-(7-(4-fluorobenzyl)-3-methyl-2,3-dihydro-1H-pyrido[2,3-b][1,4]oxazin-1-yl)-2-oxoethyl)-2-methyl-5-(((R)-methylmorpholino)methyl)piperazine-1-carboxylate FC1=CC=C(CC2=CC3=C(OC(CN3C(CN3C[C@H](N(C[C@@H]3CN3C[C@H](OCC3)C)C(=O)OC(C)(C)C)C)=O)C)N=C2)C=C1